COC1=CC=C(C=C1)CC 4-methoxyphenylethane